CC=1C=CC(=C2CCC(C12)=O)OC[C@H]1O[C@@H]1C (2R,3R)-7-Methyl-4-(3-methyloxiranylmethoxy)indan-1-one